2-[2'-hydroxy-5'-(methacryloyloxypropyl)phenyl]-2H-benzotriazole OC1=C(C=C(C=C1)CCCOC(C(=C)C)=O)N1N=C2C(=N1)C=CC=C2